FC1=C(C(=O)NC2=CC(=CC=C2)S(N)(=O)=O)C(=CC=C1C(F)(F)F)C1CCOC2=CC(=CC=C12)OC(F)(F)F 2-fluoro-N-(3-sulfamoylphenyl)-3-(trifluoromethyl)-6-(7-(trifluoromethoxy)chroman-4-yl)benzamide